FC(CCCCC(F)(F)F)(F)F hexafluoro-hexane